FC(\C=C\C(F)(F)F)(F)F trans-1,1,1,4,4,4-hexafluorobutene